C(C(=C)C)(=O)OCC(COC1=CC=C(C=C1)C(C)(C)C1=CC=C(C=C1)OCC(COC(C(=C)C)=O)O)O 2,2-Bis[4-(3-methacryloyloxy-2-hydroxypropoxy)phenyl]propane